3-(7-fluoro-2H-indazol-3-yl)propan-1-ol di-tert-butyl-10-(3-(2-((((9H-fluoren-9-yl)methoxy)carbonyl)amino)ethoxy)propanoyl)-8,12-dioxo-4,16-dioxa-7,10,13-triazanonadecanedioate C(C)(C)(C)N(C(CN(CC(N(CCOCCC(=O)O)C(C)(C)C)=O)C(CCOCCNC(=O)OCC1C2=CC=CC=C2C=2C=CC=CC12)=O)=O)CCOCCC(=O)O.FC1=CC=CC2=C(NN=C12)CCCO